CC1=CC=CC(=N1)NC(=O)[C@H]1N([C@@H]2CC[C@H]1C2)C(CN2C=C(C1=CC(=CC=C21)C=2C=NC=CC2)C(=O)N)=O (2-((1R,3S,4S)-3-((6-methylpyridin-2-yl)carbamoyl)-2-azabicyclo[2.2.1]hept-2-yl)-2-oxoethyl)-5-(pyridin-3-yl)-1H-indole-3-carboxamide